5-[2-(difluoromethoxy)-1-(3-fluoro-4-nitro-pyrazol-1-yl)ethyl]-1-(2,2,2-trifluoroethyl)triazole FC(OCC(N1N=C(C(=C1)[N+](=O)[O-])F)C1=CN=NN1CC(F)(F)F)F